NC1=C(NC2=CC(=C(C(=O)NC3CC3)C(=C2)OC)OC(F)F)C=CC(=C1)C(C)(C)C#N 4-[2-amino-4-(1-cyano-1-methyl-ethyl)anilino]-N-cyclopropyl-2-(difluoromethoxy)-6-methoxy-benzamide